E-4-methyl-6-(1,3-dihydro-7-methyl-hydroxy-6-methoxy-3-oxo-5-isobenzofuranyl)-4-hexenoic acid C/C(/CCC(=O)O)=C\CC=1C=C2C(OC(C2=C(C1OC)C)O)=O